O1C(OCCC1)C(=O)[O-] 1,3-dioxaneAt